1-(3-(4-fluorophenyl)-7-methyl-2-(pyridin-4-yl)quinolin-5-yl)ethan-1-one FC1=CC=C(C=C1)C=1C(=NC2=CC(=CC(=C2C1)C(C)=O)C)C1=CC=NC=C1